C(C)C=1C(=NON1)C(=O)N[C@H](C(=O)NC1=NC=CC(=C1)C(COC)N1C(N[C@@H](C1)C(F)(F)F)=O)C1CCC(CC1)C 4-Ethyl-N-((1S)-2-((4-(2-methoxy-1-((S)-2-oxo-4-(trifluoromethyl)imidazolidin-1-yl)ethyl)pyridin-2-yl)amino)-1-((1r,4S)-4-methylcyclohexyl)-2-oxoethyl)-1,2,5-oxadiazole-3-carboxamide